BrC1=C(C=C(C(=C1OCOCC)F)C(F)(F)F)C 2-bromo-3-(ethoxymethoxy)-4-fluoro-1-methyl-5-(trifluoromethyl)benzene